O1C(=CC=C1)C(=O)[O-] 2-furoate